2-Methylbenzaldehyde-O-(1-methyl-1H-imidazole-2-carbonyl) oxime CN1C(=NC=C1)C(=O)ON=CC1=C(C=CC=C1)C